COC(=O)C1C(C2(C1)CCC2)NC(=O)C2=C(SC(=C2)C)C 2,5-dimethylthiophene-3-carboxamido-spiro[3.3]Heptane-2-carboxylic acid methyl ester